C1(CC1)CS(=O)(=O)C1=CC=C(C=C1)CC(=O)O 2-(4-cyclopropylmethylsulfonylphenyl)acetic acid